OC1=C(C(=O)C2=C(C=CC=C2)O)C=CC(=C1)OC 2-hydroxy-4-methoxy-2'-hydroxybenzophenone